[Cl-].[Cl-].C(C)(C)(C)P(C1=CC=CC=C1)C(C)(C)C di-t-butylphenylphosphine dichloride